ClC=1C=2C(N=C3N(C2C=CC1)C1=CC(=CC=C1C31CCCCC1)C1CCN(CC1)CC1CCN(CC1)C=1C=C3CN(C(C3=CC1)=O)C1C(NC(CC1)=O)=O)=O 3-(5-(4-((4-(4'-chloro-5'-oxo-5'H-spiro[cyclohexane-1,7'-indolo[1,2-a]quinazolin]-10'-yl)piperidin-1-yl)methyl)piperidin-1-yl)-1-oxoisoindolin-2-yl)piperidine-2,6-dione